(R)-N-(1-(1-(2,4-bis(trifluoromethyl)phenyl)ethyl)-1H-pyrazol-4-yl)-2-(pyridin-2-yl)oxazole-5-carboxamide FC(C1=C(C=CC(=C1)C(F)(F)F)[C@@H](C)N1N=CC(=C1)NC(=O)C1=CN=C(O1)C1=NC=CC=C1)(F)F